[Cl-].C(C=C)(=O)N[NH2+]CCC acrylamido-propylammonium chlorid